N1=C(C=CC=C1)[C@H](C)NC(=O)[C@@H]1CN(CC[C@H]1NC(=O)C1=NOC(=C1)C1=C(C=C(C=C1)F)F)C1CCCC1 (3R,4R)-1-cyclopentyl-4-{[5-(2,4-difluoro-phenyl)-isoxazole-3-carbonyl]-amino}-piperidine-3-carboxylic acid ((1S)-1-pyridin-2-yl-ethyl)-amide